toluene-13C [13CH3]C1=CC=CC=C1